2-[3-[(E)-3-[4-(Dimethylsulfamoyl)phenyl]-3-oxoprop-1-enyl]phenoxy]propanoic acid CN(S(=O)(=O)C1=CC=C(C=C1)C(/C=C/C=1C=C(OC(C(=O)O)C)C=CC1)=O)C